COC(CC1=CC=C(C=C1)C#N)=O 2-(4-Cyanophenyl)acetic acid methyl ester